(2S,5R)-benzyl-oxaininopiperidine C(C1=CC=CC=C1)[C@H]1C=CC2=C(CCCN2)O1